S([O-])(O)(=O)=O.O1C=[NH+]C=C1 oxazolium bisulfate